[Si](C)(C)(C(C)(C)C)OC(C)C1=NN(N=C1)C1=C(C=C(C=N1)NC(=O)C1CC(C2=C1C=NC=1N2N=C(C1)Cl)(C)C)Cl N-(6-(4-(1-((tert-butyldimethylsilyl)oxy)ethyl)-2H-1,2,3-triazol-2-yl)-5-chloropyridin-3-yl)-2-chloro-8,8-dimethyl-7,8-dihydro-6H-cyclopenta[e]pyrazolo[1,5-a]pyrimidine-6-carboxamide